N-(4-Fluorobenzyl)-6,8-difluoro-4-oxospiro[chromane-2,4'-piperidine]-1'-carboxamide FC1=CC=C(CNC(=O)N2CCC3(CC2)OC2=C(C=C(C=C2C(C3)=O)F)F)C=C1